C(C)OC(\C(=C/OCC)\C#N)=O (Z)-2-cyano-3-ethoxyacrylic acid ethyl ester